3-(8'-oxo-6',8'-dihydro-7'H-spiro[azetidine-3,2'-pyrano[2,3-f]isoindol]-7'-yl)piperidine-2,6-dione O=C1N(CC=2C=C3C(=CC12)OC1(C=C3)CNC1)C1C(NC(CC1)=O)=O